O=C1NC(CCC1N1C(C2=CC=CC(=C2C1)NCCOCCOCC(=O)N1CCN(CC1)C1=NC=C(C(=O)N2CCC(CC2)CCCCNC(\C=C\C=2C=NC=CC2)=O)C=C1)=O)=O (E)-N-(4-(1-(6-(4-(2-(2-(2-((2-(2,6-dioxopiperidin-3-yl)-1-oxoisoindolin-4-yl)amino)ethoxy)ethoxy)acetyl)piperazin-1-yl)nicotinoyl)piperidin-4-yl)butyl)-3-(pyridin-3-yl)acrylamide